(R)-1-(1-naphthyl)ethanamine C1(=CC=CC2=CC=CC=C12)[C@@H](C)N